ClC1=CN=CC(=N1)C(C(=O)OC)C(=O)OC dimethyl 2-(6-chloropyrazin-2-yl)propanedioate